C(=O)C1=CC=C(C=C1)NC=1C=C(C=CC1)NC(OC(C)(C)C)=O tert-Butyl (3-((4-formylphenyl)amino)phenyl)carbamate